6-((2S,5R)-5-ethyl-2-methyl-4-(1-(4-(trifluoromethyl)phenyl)propyl)piperazin-1-yl)-9-(((2R,3S)-3-hydroxytetrahydrofuran-2-yl)methyl)-3,8-dimethyl-3,9-dihydro-2H-purin-2-one C(C)[C@H]1N(C[C@@H](N(C1)C=1C=2N=C(N(C2N(C(N1)=O)C)C[C@H]1OCC[C@@H]1O)C)C)C(CC)C1=CC=C(C=C1)C(F)(F)F